(3-chloro-6-(difluoromethyl)-2-fluorophenyl)-3-vinylpyridine-2-carboxylic acid tert-butyl ester C(C)(C)(C)OC(=O)C1=NC=CC(=C1C=C)C1=C(C(=CC=C1C(F)F)Cl)F